(RS)-4-Methyl-N-(4-(piperidin-3-yl)-phenyl)-benzamid CC1=CC=C(C(=O)NC2=CC=C(C=C2)[C@@H]2CNCCC2)C=C1 |r|